ethyl (2S)-4-chloro-2-[(ethoxy carbonyl) amino]-butanoate ClCC[C@@H](C(=O)OCC)NC(=O)OCC